COC(=O)C=1C(N(C2=NC(=CC=C2C1NC)C(F)(F)F)C1=C(C(=CC=C1)F)Cl)=O 1-(2-chloro-3-fluorophenyl)-4-(methylamino)-2-oxo-7-(trifluoromethyl)-1,2-dihydro-1,8-naphthyridine-3-carboxylic acid methyl ester